Tert-butyl 5-(benzylthio)indoline-1-carboxylate C(C1=CC=CC=C1)SC=1C=C2CCN(C2=CC1)C(=O)OC(C)(C)C